Cl.C12CCCC(CC1)N2 8-aza-bicyclo[3.2.1]Octane hydrochloride